2-isocyanato-4'-methoxy-1,1'-biphenyl N(=C=O)C1=C(C=CC=C1)C1=CC=C(C=C1)OC